C(C1=CC=CC=C1)N1B(NC2=C3C1=CC=CC3=CC=C2)C=2C(=C3CC(CC3=C(C2CCCSC2=CC=CC=C2)C)(C(=O)OC)C(=O)OC)C (R)-dimethyl 5-(1-benzyl-1H-naphtho[1,8-de][1,3,2]diazaborinin-2(3H)-yl)-4,7-dimethyl-6-(3-(phenylthio)propyl)-1,3-dihydro-2H-indene-2,2-dicarboxylate